3-(N-((1-Ethylazetidin-2-yl)methyl)sulfamoyl)-1-(1,2,3,5,6,7-hexahydro-s-indacen-4-yl)urea, potassium salt [K].C(C)N1C(CC1)CNS(=O)(=O)NC(NC1=C2CCCC2=CC=2CCCC12)=O